CN1C=C(C2=CC=CC=C21)CC(C(=O)O)N The molecule is a tryptophan derivative that is tryptophan carrying a single methyl substituent at position 1 on the indole. It has a role as an EC 1.13.11.52 (indoleamine 2,3-dioxygenase) inhibitor and an antineoplastic agent. It is a non-proteinogenic alpha-amino acid and a tryptophan derivative.